CS(=O)(=O)CC1=CC=C(C=C1)NC1=NC=C2CCN(CC2=C1)C1=C(C2=C(OCCN2C(=O)[O-])N=C1)C 7-(7-{[4-(methanesulfonylmethyl) phenyl] amino}-1,2,3,4-tetrahydro-2,6-naphthyridin-2-yl)-8-methyl-1H,2H,3H-pyrido[2,3-b][1,4]oxazine-1-carboxylate